4-chloro-3-(5,7-difluoro-6-(2-(hydroxymethyl)pyridin-4-yl)-4-oxo-1,4-dihydroquinolin-2-yl)benzonitrile ClC1=C(C=C(C#N)C=C1)C=1NC2=CC(=C(C(=C2C(C1)=O)F)C1=CC(=NC=C1)CO)F